C1=C(C=CC2=CC=CC=C12)CCCCCNC(CC)=O N-[5-(naphthalen-2-yl)pentyl]propionamide